ClC=1C=C(C#N)C=C(C1)OC=1C(N(C=CC1C(F)(F)F)CC1=NNC(N1C)=O)=O 3-chloro-5-({1-[(4-methyl-5-oxo-4,5-dihydro-1H-1,2,4-triazol-3-yl)methyl]-2-oxo-4-(trifluoromethyl)-1,2-dihydropyridin-3-yl}oxy)benzonitrile